9-(4-chloro-2-fluoro-phenyl)-7-[6-(1-cyclopropyl-6-keto-3-pyridyl)-3,6-dihydro-2H-pyran-4-yl]-2,3-dimethyl-pyrazino[1,2-a]pyrimidin-4-one ClC1=CC(=C(C=C1)C1=NC(=CN2C1=NC(=C(C2=O)C)C)C=2CCOC(C2)C2=CN(C(C=C2)=O)C2CC2)F